CS(=O)(=O)[O-].C(CCC)N1C=[N+](C=C1)C 1-Butyl-3-methylimidazolium methan-sulfonat